C(#N)C1=CC=C(COC2=CC=CC(=N2)C2=CC(=C(CC=3N(C4=C(N3)SC(=C4)C(=O)OC)C[C@H]4OCC4)C=C2)F)C=C1 methyl (S)-2-(4-(6-((4-cyanobenzyl)oxy)pyridin-2-yl)-2-fluorobenzyl)-1-(oxetan-2-yl methyl)-1H-thieno[2,3-d]imidazole-5-carboxylate